BrC=1C=NC2=CC=C(C=C2C1)OCC1=CC=C(C=C1)OC 3-bromo-6-((4-methoxybenzyl)oxy)quinoline